C(C)C(CN(C(=O)C1CC(CC(C1)C(=O)N)C(=O)NCC(CCCC)CC)CC(CCCC)CC)CCCC N1,N3,N-tris(2-ethylhexyl)cyclohexane-1,3,5-tricarboxamide